COC1C(CCC(C1)C(F)(F)F)=O methoxy-4-(trifluoromethyl)cyclohexan-1-one